BrC=1C=C(C(=O)OC)C=C(C1[N+](=O)[O-])F methyl 3-bromo-5-fluoro-4-nitrobenzoate